tert-butyl 4-(2-(1,3-dihydroisobenzofuran-5-yl)-7-ethyl-3-methyl-5-oxo-5,8-dihydroimidazo[1,2-a]pyrimidin-6-yl)piperazine-1-carboxylate C1OCC2=CC(=CC=C12)C=1N=C2N(C(C(=C(N2)CC)N2CCN(CC2)C(=O)OC(C)(C)C)=O)C1C